[Mn].CC1=CCC=C1 2-methylcyclopentadiene manganese